C1(CC1)C1=NC=NC(=C1C=1C2=C(N(N1)C)CC1CCC2N1C1=NC=C(C=C1)C=1N(C=C(N1)C(F)(F)F)C)OC 3-(4-cyclopropyl-6-methoxypyrimidin-5-yl)-1-methyl-9-(5-(1-methyl-4-(trifluoromethyl)-1H-imidazol-2-yl)pyridin-2-yl)-1,4,5,6,7,8-hexahydro-4,7-epiminocyclohepta[c]pyrazole